N[C@@H]1C2=CC=CC=C2CC12CCN(CC2)C=2NC(C1=C(N2)NN=C1C1(CC1)C=1C=C2N=CC=NC2=CC1)=O (S)-6-(1-amino-1,3-dihydrospiro[indene-2,4'-piperidin]-1'-yl)-3-(1-(quinoxalin-6-yl)cyclopropyl)-1,5-dihydro-4H-pyrazolo[3,4-d]pyrimidin-4-one